ClC=1C=NC=2C=3C=4NC[C@H](NC(C4SC3C=CC2N1)=O)C (15R)-5-chloro-15-methyl-11-thia-3,6,14,17-tetraazatetracyclo[8.8.0.02,7.012,18]octadeca-1(10),2(7),3,5,8,12(18)-hexaen-13-one